ClC1=C(C=CC=C1)C1=C(C(=CC=C1)NC(CNC1CC1)=O)F N-(2'-chloro-2-fluorobiphenyl-3-yl)-2-(cyclopropylamino)acetamide